2-(1-([1,1'-biphenyl]-4-yl)-1-fluoropent-4-en-1-yl)benzo[d]thiazole C1(=CC=C(C=C1)C(CCC=C)(F)C=1SC2=C(N1)C=CC=C2)C2=CC=CC=C2